2-(3-fluoro-4-methylphenyl)-7-[(3S)-3-methylpiperazin-1-yl]-4H-pyrido[1,2-a]pyrimidin-4-one FC=1C=C(C=CC1C)C=1N=C2N(C(C1)=O)C=C(C=C2)N2C[C@@H](NCC2)C